C(CCC)OCC(C(=O)N)=C butoxymethyl-acrylamide